5,6-dibromo-3-iodopyridin-2-ol BrC=1C=C(C(=NC1Br)O)I